ClC=1N=C(C2=C(N1)N=C(S2)N(C)C)C2=C(C=C(C=C2)C(F)(F)F)F 5-chloro-7-(2-fluoro-4-(trifluoromethyl)phenyl)-N,N-dimethylthiazolo[4,5-d]pyrimidin-2-amine